NC=1C=C(C(=NC1)C)NC(=O)C=1C=NN2C1SC(=C2)C=2C(=NN(C2)C)C N-(5-amino-2-methylpyridin-3-yl)-2-(1,3-dimethyl-1H-pyrazol-4-yl)pyrazolo[5,1-b]Thiazole-7-carboxamide